C(C)S(=O)(=O)C=1C(=NC=CC1)N1CC=2C=NC(=CC2C1=O)C(F)(F)F 2-(3-ethylsulfonyl-2-pyridinyl)-6-(trifluoromethyl)-3H-pyrrolo[3,4-c]pyridin-1-one